COC1=CC=C(CCCNC(=S)SSC(NCCCC2=CC=C(C=C2)OC)=S)C=C1 bis(N-4-Methoxybenzylethylthiocarbamoyl)disulphide